5-(3-isopropyl-5-(1-((1-methyl-1H-1,2,4-triazol-3-yl)methyl)piperidin-4-yl)-1H-indol-2-yl)-7-methyl-[1,2,3]triazolo[1,5-a]pyridine C(C)(C)C1=C(NC2=CC=C(C=C12)C1CCN(CC1)CC1=NN(C=N1)C)C1=CC=2N(C(=C1)C)N=NC2